2-(1-methyl-3-(tetrahydro-2H-pyran-4-yl)ureido)-5-oxo-5H-thieno[3,2-b]pyran-6-carboxylic acid CN(C(=O)NC1CCOCC1)C1=CC=2OC(C(=CC2S1)C(=O)O)=O